CN1C(=C(C(C=C1C)=O)O)C(NC(=S)C)C=1SC=CN1 1,6-dimethyl-2-((2-thiazolyl)-thioacetaminomethyl)-3-hydroxy-4-pyridone